C(C)C=1C(=C2C=NNC2=C(C1F)SC)C=1C=CC=2N(C1)C=C(N2)NC(=O)C2C(C2)F N-(6-(5-ethyl-6-fluoro-7-(methylthio)-1H-indazol-4-yl)imidazo[1,2-a]pyridin-2-yl)-2-fluorocyclopropane-1-carboxamide